C(C)C(COC(C(=C(C1=CC=CC=C1)C1=CC=CC=C1)C#N)=O)CCCC 2-cyano-3,3-diphenylprop-2-enoic acid-2-ethylhexyl ester